5-bromo-3-{3-[(tert-butyldiphenylsilyl)oxy]-2,2-dimethylpropyl}-2-{2-[(1S)-1-methoxyethyl]pyridin-3-yl}-1H-indole BrC=1C=C2C(=C(NC2=CC1)C=1C(=NC=CC1)[C@H](C)OC)CC(CO[Si](C1=CC=CC=C1)(C1=CC=CC=C1)C(C)(C)C)(C)C